N[C@H]1CN(CC1)C(C)=O (R)-1-(3-aminopyrrolidin-1-yl)ethan-1-one